(2R,3R,4S,5R,6R)-2-(hydroxymethyl)-(naphthalen-1-yl)-4-(4-(3,4,5-trifluorophenyl)-1H-1,2,3-triazol-1-yl)-1-oxa-8-azaspiro[5.5]undecane-3,5-diol OC[C@]1(O[C@@]2([C@@H]([C@@H]([C@H]1O)N1N=NC(=C1)C1=CC(=C(C(=C1)F)F)F)O)CNCCC2)C2=CC=CC1=CC=CC=C21